COC=1C=C2C(=CC=NC2=CC1OC)OC1=C(C=C(C=C1)NC(=O)C1=NNC(=C(C1=O)C1=CC=C(C=C1)F)C)F N-(4-((6,7-dimethoxyquinolin-4-yl)oxy)-3-fluorophenyl)-5-(4-fluorophenyl)-6-methyl-4-oxo-1,4-dihydropyridazine-3-carboxamide